[N+](=O)([O-])C1=C(C=CC(=C1)[N+](=O)[O-])N1CN(C(C1)=O)[C@H](C(=O)N)CC (2S)-2-[3-(2,4-dinitrophenyl)-5-oxoimidazolidin-1-yl]butanamide